8-tetrahydropyranyloxycarbonyltetracyclo[4.4.0.12,5.17,10]dodec-3-ene O1C(CCCC1)OC(=O)C1C2C3C4C=CC(C3C(C1)C2)C4